(2S)-2-[9H-fluoren-9-ylmethoxycarbonyl-(methyl)amino]-2-methyl-3-phenylpropionic acid C1=CC=CC=2C3=CC=CC=C3C(C12)COC(=O)N([C@](C(=O)O)(CC1=CC=CC=C1)C)C